CN(C(CCCC)O)C 1-dimethylaminopentanol